4-(benzo[b]thiophen-4-yl)-1-((2,2-dimethyltetradecanoyloxy)methyl)-1-(4-(2-oxo-1,2-dihydroquinolin-7-yloxy)butyl)piperazin-1-ium iodide [I-].S1C2=C(C=C1)C(=CC=C2)N2CC[N+](CC2)(CCCCOC2=CC=C1C=CC(NC1=C2)=O)COC(C(CCCCCCCCCCCC)(C)C)=O